butyl-2-hydroxybutanoate C(CCC)OC(C(CC)O)=O